2-bromo-6-(methylsulfonyl)-4-(tetrahydro-2H-pyran-4-yl)pyridine BrC1=NC(=CC(=C1)C1CCOCC1)S(=O)(=O)C